FC1=C(OC2=NC=CC=N2)C=C(C(=C1)B1OC(C(O1)(C)C)(C)C)F 2-(2,5-difluoro-4-(4,4,5,5-tetramethyl-1,3,2-dioxaborolan-2-yl)phenoxy)pyrimidine